[N+](=O)([O-])C1=CC=C(C=2C1=NON2)NCCCOC2=C(COCC1CN(C1)C(=O)N1C[C@@H]3[C@@H](OCC(N3)=O)CC1)C=CC=C2 (4aR,8aS)-6-(3-(((2-(3-((7-nitrobenzo[c][1,2,5]oxadiazol-4-yl)amino)propoxy)benzyl)oxy)methyl)azetidine-1-carbonyl)hexahydro-2H-pyrido[4,3-b][1,4]oxazin-3(4H)-one